6-((3aR,5S,6aS)-5-((S)-5-phenyl-4,5-dihydro-1H-pyrazole-1-carbonyl)hexahydrocyclopenta[C]pyrrole-2(1H)-yl)pyrimidine-4-carbonitrile C1(=CC=CC=C1)[C@@H]1CC=NN1C(=O)C1C[C@@H]2[C@@H](CN(C2)C2=CC(=NC=N2)C#N)C1